1-[(2R,3R,4S,5R)-5-{[bis(4-methoxyphenyl)(phenyl)methoxy]methyl}-3,4-dihydroxyoxacyclopentane-2-yl]-3H-pyrimidine-2,4-dione COC1=CC=C(C=C1)C(OC[C@@H]1[C@H]([C@H]([C@@H](O1)N1C(NC(C=C1)=O)=O)O)O)(C1=CC=CC=C1)C1=CC=C(C=C1)OC